N-(2,4-difluoro-3-iodophenyl)pyridine-3-sulfonamide ethyl-3-tert-butyl-1,2,4-oxadiazole-5-carboxylate C(C)OC(=O)C1=NC(=NO1)C(C)(C)C.FC1=C(C=CC(=C1I)F)NS(=O)(=O)C=1C=NC=CC1